FC1=C(C=O)C=CC(=C1)OC1=CC=CC=C1 2-fluoro-4-Phenoxybenzaldehyde